N1C(=CC=2CCCCC12)C(=O)OCC ethyl 4,5,6,7-tetrahydro-1H-indole-2-carboxylate